FC=1C=C2C(=NNC2=CC1OCCOC)C1=CC(=NO1)C1=CC=C(OCCN2CCS(CC2)(=O)=O)C=C1 4-[2-(4-{5-[5-fluoro-6-(2-methoxyethoxy)-1H-indazol-3-yl]-1,2-oxazol-3-yl}phenoxy)ethyl]-1λ6-thiomorpholine-1,1-dione